methyl 6-(1-hydroxycyclohexyl)-2-methoxynicotinate OC1(CCCCC1)C1=NC(=C(C(=O)OC)C=C1)OC